1,3-dihydrospiro[inden-2,4'-piperidine]-4-ol N1CCC2(CC1)CC=1C=CC=C(C1C2)O